(±)-1-fluoro-N-(3-(trifluoromethyl)phenyl)-6,7,8,9-tetrahydro-5H-5,8-epiminocyclohepta[c]-pyridine-10-carboxamide FC1=NC=CC2=C1CC1CCC2N1C(=O)NC1=CC(=CC=C1)C(F)(F)F